6-fluoro-2-isopropylquinazolin-4(3H)-one FC=1C=C2C(NC(=NC2=CC1)C(C)C)=O